(S)-3-(2-(2-fluorobenzyl)-7-oxo-2,4,5,7-tetrahydro-6H-pyrazolo[3,4-c]pyridin-6-yl)-5-methyl-8-(2,2,2-trifluoroacetyl)-2,3,7,8,9,10-hexahydro-[1,4]oxazepino[2,3-g]isoquinolin-4(5H)-one FC1=C(CN2N=C3C(N(CCC3=C2)[C@@H]2C(N(C=3C(=CC=4CCN(CC4C3)C(C(F)(F)F)=O)OC2)C)=O)=O)C=CC=C1